1-oxo-1-phenyl-isothiazolo[4,5-b]pyrazin-3-one O=S1(NC(C2=NC=CN=C21)=O)C2=CC=CC=C2